C(C1=CC=CC=C1)C(=O)[O-].[Na+] sodium benzyl-carboxylate